N-(3-chlorophenyl)benzophenone hydrazone ClC=1C=C(C=CC1)NN=C(C1=CC=CC=C1)C1=CC=CC=C1